O=C1NC2=CC=CC=C2C12C(CC1CCCN21)C(=O)[O-] 2-oxo-1',2',5',6',7',7a'-hexahydrospiro[indoline-3,3'-pyrrolizine]-2'-carboxylate